4-(2-((tert-butoxycarbonyl)imino)-4,4-diethyl-6-oxotetrahydropyrimidin-1(2H)-yl)chroman-6-carboxylic acid C(C)(C)(C)OC(=O)N=C1N(C(CC(N1)(CC)CC)=O)C1CCOC2=CC=C(C=C12)C(=O)O